2-(10-bromoanthracene-9-yl-1,2,3,4,5,6,7,8-d8)naphtho[2,3-b]benzofuran BrC1=C2C(=C(C(=C(C2=C(C2=C(C(=C(C(=C12)[2H])[2H])[2H])[2H])C=1C=CC2=C(C3=C(O2)C=C2C=CC=CC2=C3)C1)[2H])[2H])[2H])[2H]